COC1=NC=C(C(=C1)C)B1OC(C(O1)(C)C)(C)C 2-methoxy-4-methyl-5-(4,4,5,5-tetramethyl-1,3,2-dioxaborolan-2-yl)pyridine